tert-butyl 7-(3-(difluoromethyl)-4-nitro-1H-pyrazol-1-yl)-2-azaspiro[3.5]nonane-2-carboxylate FC(C1=NN(C=C1[N+](=O)[O-])C1CCC2(CN(C2)C(=O)OC(C)(C)C)CC1)F